dipropyldibutyl-phosphonium C(CC)[P+](CCCC)(CCCC)CCC